2-(4-(2-fluoro-3-(1-(4-fluorophenyl)vinyl)-4-hydroxybenzyl)-3,5-dimethylphenoxy)acetic acid FC1=C(CC2=C(C=C(OCC(=O)O)C=C2C)C)C=CC(=C1C(=C)C1=CC=C(C=C1)F)O